2-(6-fluoro-7-(6-fluorobenzofuran-7-yl)-4-((S)-2-methylpiperazin-1-yl)-2-oxopyrido[2,3-d]pyrimidin-1(2H)-yl)-3-isopropylbenzonitrile FC1=CC2=C(N(C(N=C2N2[C@H](CNCC2)C)=O)C2=C(C#N)C=CC=C2C(C)C)N=C1C1=C(C=CC=2C=COC21)F